5-[2-cyclopropyl-3-[2-(trifluoromethoxy)ethyl]benzimidazol-5-yl]-1-methyl-3-(trifluoromethyl)pyridin-2-one C1(CC1)C=1N(C2=C(N1)C=CC(=C2)C=2C=C(C(N(C2)C)=O)C(F)(F)F)CCOC(F)(F)F